C(C1=CC=CC=C1)N1CCN(CC1)[C@@H]1[C@H](CN(CC1)C(=O)OC(C)(C)C)F Tert-butyl (3s,4s)-4-(4-benzylpiperazin-1-yl)-3-fluoropiperidine-1-carboxylate